4-bromo-N-(4-(3,3-difluoroazetidin-1-yl)phenyl)thiazol-2-amine BrC=1N=C(SC1)NC1=CC=C(C=C1)N1CC(C1)(F)F